C1=C(C=CC2=CC=CC=C12)O.[Na] sodium 2-naphthol salt